N-(2-chloro-6-methylphenyl)-2-(6-(4-(2-hydroxyethyl)-piperazin-1-yl)-2-methyl-pyrimidin-4-ylamino)thiazole-5-carboxamide ClC1=C(C(=CC=C1)C)NC(=O)C1=CN=C(S1)NC1=NC(=NC(=C1)N1CCN(CC1)CCO)C